COC1=CC=C(C=C1)N1C(=NN=C1C1=CC=NC=C1)SCCCN1C(C2=CC=CC=3C2=C(C1=O)C=CC3)=O 2-[3-[[4-(4-methoxyphenyl)-5-(4-pyridinyl)-4H-1,2,4-triazol-3-yl]thio]propyl]-1H-benzo[DE]isoquinoline-1,3(2H)-dione